N-(2-methyl-4-((4-(trifluoromethoxy)benzyl)amino)phenyl)benzamide CC1=C(C=CC(=C1)NCC1=CC=C(C=C1)OC(F)(F)F)NC(C1=CC=CC=C1)=O